C(C)(C)(C)C=1C(=C(C=C(C1CCCCCCCCCCCCCCCCCC)C(C)(C)C)CCC(=O)[O-])O β-(3,5-di-tert-butyl-4-n-octadecyl hydroxyphenyl)propionate